2-(2-fluorophenyl)-indazol-3-one FC1=C(C=CC=C1)N1NC2=CC=CC=C2C1=O